Tert-butyl 4-(4-((4-(2-(cyclopropanecarboxamido)phenyl)pyrimidin-2-yl)amino)-1H-pyrazol-1-yl)piperidine-1-carboxylate C1(CC1)C(=O)NC1=C(C=CC=C1)C1=NC(=NC=C1)NC=1C=NN(C1)C1CCN(CC1)C(=O)OC(C)(C)C